7-bromo-6-{[(1R,4r)-4-[(3R)-3-hydroxypiperidin-1-yl]cyclohexyl]amino}-1,3-benzothiazole-2-carbonitrile BrC1=C(C=CC=2N=C(SC21)C#N)NC2CCC(CC2)N2C[C@@H](CCC2)O